FC(C(=O)O)(F)F.FC(C(=O)O)(F)F.FC(C(=O)O)(F)F.N1CCC(CC1)C(=O)OC(C(CCCC)NC([C@@H](CC(F)(F)F)NC([C@@H](CC1=CC=CC=C1)N)=O)=O)=O [2-[[(2R)-2-[[(2R)-2-amino-3-phenyl-propionyl] amino]-4,4,4-trifluoro-butyryl] amino] hexanoyl] piperidine-4-carboxylate tri-trifluoroacetate